6-(tert-butyl)-10-(3-hydroxypropoxy)-2-oxo-6,7-dihydro-2H-pyrido[2',1':3,4]pyrazino[1,2-b]indazole-3-carboxylic acid ethyl ester C(C)OC(=O)C=1C(C=C2N(C(CN3N=C4C(=CC=CC4=C32)OCCCO)C(C)(C)C)C1)=O